6-isopropoxy-N-(4-(thiophen-3-yl)quinolin-8-yl)nicotinamide C(C)(C)OC1=NC=C(C(=O)NC=2C=CC=C3C(=CC=NC23)C2=CSC=C2)C=C1